ClC1=C(C=CC=C1)CCN1C2=C(OCC1=O)C=C(C=C2)NC(=O)NC2=CC=C1C=CNC1=C2 1-(4-(2-chlorophenyl-ethyl)-3-oxo-3,4-dihydro-2H-benzo[b][1,4]oxazin-7-yl)-3-(1H-indol-6-yl)urea